C(C)(C)(C)OOC1(CCC(CC1)C(C)(C)C1CCC(CC1)(OOC(C)(C)C)OOC(C)(C)C)OOC(C)(C)C 2,2-bis(4,4-bis-(t-butyl-peroxy)cyclohexyl)propane